(hydroxymethyl)-4-((3-(trifluoromethyl)-1H-pyrazolo[3,4-d]pyrimidin-6-yl)amino)-6,8-dioxabicyclo[3.2.1]octane-2,3-diol OCC12C(C(C(C(OC1)O2)NC2=NC=C1C(=N2)NN=C1C(F)(F)F)O)O